O=C1NC(CCC1N1C(C2=CC=C(C=C2C1)N1CCC(CC1)CCN1CCN(CC1)C1=CC=C(OC=2C3=C(SC2C2=CC=C(C=C2)B(O)O)C=C(C=C3)O)C=C1)=O)=O (4-(3-(4-(4-(2-(1-(2-(2,6-dioxopiperidin-3-yl)-1-oxoisoindolin-5-yl)piperidin-4-yl)ethyl)piperazin-1-yl)phenoxy)-6-hydroxybenzo[b]thiophen-2-yl)phenyl)boronic acid